tertbutyl 3-bromoazetidine-1-carboxylate BrC1CN(C1)C(=O)OC(C)(C)C